2-amino-5-{2-[(1S)-1-cyclopropylethyl]-7-ethanesulfonylamino-1-oxo-2,3-dihydro-1H-isoindol-5-yl}-N-[trans-3-hydroxy-3-methylcyclobutyl]pyrazolo[1,5-a]pyrimidine-3-carboxamide NC1=NN2C(N=C(C=C2)C=2C=C3CN(C(C3=C(C2)NS(=O)(=O)CC)=O)[C@@H](C)C2CC2)=C1C(=O)NC1CC(C1)(C)O